C1(=CC=CC2=CC=CC=C12)C(S(=O)(=O)[O-])(S(=O)(=O)[O-])C1=CC=CC2=CC=CC=C12 dinaphthylmethanedisulfonate